C(C)[N+](CCOC)(C)CC diethyl-methyl-(2-methoxyethyl)ammonium